ethyl-Phenol C(C)C1=C(C=CC=C1)O